2-hydroxy-4,5-dimethoxypyrimidine OC1=NC=C(C(=N1)OC)OC